(2S)-1-[(13Z,16Z)-docosan-13,16-dien-1-yloxy]-3-(hexyloxy)-N,N-dimethyl-propan-2-amine C(CCCCCCCCCCC\C=C/C\C=C/CCCCC)OC[C@H](COCCCCCC)N(C)C